O=C1N(CC2=CC(=CC=C12)O[C@H]1[C@@H](CCCC1)N1CC(C1)OC=1N=NC=CC1)C1C(NC(CC1)=O)=O 3-(1-oxo-5-(((1R,2R)-2-(3-(pyridazin-3-yloxy)azetidin-1-yl)cyclohexyl)oxy)isoindolin-2-yl)piperidine-2,6-dione